COC=1C=2N(C=CC1[C@@H](C(F)(F)F)OC)N=CC2N (S)-4-methoxy-5-(2,2,2-trifluoro-1-methoxyethyl)pyrazolo[1,5-a]pyridin-3-amine